COC1=C(N)C=C(C=C1OC)OC 2,3,5-trimethoxyaniline